(R)-3-(4-(1'-(3-((1R,5S)-3-(3-amino-6-(2-hydroxyphenyl)pyridazin-4-yl)-3,8-diazabicyclo[3.2.1]octan-8-yl)benzyl)-[4,4'-bipiperidin]-1-yl)indolin-1-yl)piperidine-2,6-dione NC=1N=NC(=CC1N1C[C@H]2CC[C@@H](C1)N2C=2C=C(CN1CCC(CC1)C1CCN(CC1)C1=C3CCN(C3=CC=C1)[C@H]1C(NC(CC1)=O)=O)C=CC2)C2=C(C=CC=C2)O